2-((2S,3S)-3-((tert-butoxycarbonyl)amino)-2-hydroxy-4-phenylbutyl)-2-(4-(pyridin-2-yl)benzyl)-1-tert-butoxycarbonylhydrazine C(C)(C)(C)OC(=O)N[C@H]([C@H](CN(NC(=O)OC(C)(C)C)CC1=CC=C(C=C1)C1=NC=CC=C1)O)CC1=CC=CC=C1